amino ketone, iodonium salt [IH2+].NC(=O)N